(R,Z)-3-((5-(bicyclo[1.1.1]pentan-1-yl)-3-butyl-7-chloro-2-methyl-1,1-dioxido-2,3,4,5-tetrahydrobenzo[f][1,2,5]thiadiazepin-8-yl)oxy)-2-fluoroacrylic acid C12(CC(C1)C2)N2C[C@H](N(S(C1=C2C=C(C(=C1)O\C=C(\C(=O)O)/F)Cl)(=O)=O)C)CCCC